(±)-Allyl 2-[4-(3-aminooxetan-3-yl)phenyl]-3-cyclopropyl-propanoate NC1(COC1)C1=CC=C(C=C1)[C@H](C(=O)OCC=C)CC1CC1 |r|